methyl 2-(3-bromo-1H-pyrazolo[3,4-c]pyridin-1-yl)-2-methylpropionate BrC1=NN(C2=CN=CC=C21)C(C(=O)OC)(C)C